7-Chloro-5-(3-hydroxypiperazin-1-yl)-2,3-dihydro-1,4-benzodioxine ClC=1C=C(C2=C(OCCO2)C1)N1CC(NCC1)O